FC=1C(=NC(=NC1)C1C(C1)C(=O)N)C 2-(5-fluoro-4-methylpyrimidin-2-yl)cyclopropane-1-carboxamide